COC(C1CCN(CC1)C1=CC=C(C=C1)C1(CCOCC1)C1=CC=C(OC2=CC=C(N=N2)C(C)=O)C=C1)OC 1-(6-(4-(4-(4-(4-(Dimethoxymethyl)piperidin-1-yl)phenyl)tetrahydro-2H-pyran-4-yl)phenoxy)pyridazin-3-yl)ethan-1-one